C12(CC3CC(CC(C1)C3)C2)N=C=S 1-adamantyl isothiocyanate